t-butyl 5-((4-(4-(2-(2,6-dioxopiperidin-3-yl)-1-oxoisoindolin-5-yl)piperazine-1-carbonyl)piperidin-1-yl)methyl)isoindoline-2-carboxylate O=C1NC(CCC1N1C(C2=CC=C(C=C2C1)N1CCN(CC1)C(=O)C1CCN(CC1)CC=1C=C2CN(CC2=CC1)C(=O)OC(C)(C)C)=O)=O